tert-butyl N-[2-[2-[2-(4-chloro-5,5-difluoro-6,7-dihydrocyclopenta[d]pyridazin-1-yl)-5-fluoro-phenoxy]ethoxy]ethyl]carbamate ClC=1C2=C(C(=NN1)C1=C(OCCOCCNC(OC(C)(C)C)=O)C=C(C=C1)F)CCC2(F)F